BrC1=C(OC2=C(N)C=CC=C2)C=CC=C1Cl 2-(2-bromo-3-chlorophenoxy)aniline